ClC=1C=NN2C1C(=CC(=C2)C=2C=NN(C2)C2CCN(CC2)C(=O)C2(CN(C2)C(=O)OC(C)(C)C)OC)OC tert-butyl 3-(4-(4-(3-chloro-4-methoxypyrazolo[1,5-a]pyridin-6-yl)-1H-pyrazol-1-yl)piperidine-1-carbonyl)-3-methoxyazetidine-1-carboxylate